FCOC1=C(C=CC(=C1)S(=O)(=O)C)NCC#CC=1N(C2=CC=CC(=C2C1)NC1CCC(CC1)N(C)C)CC(F)(F)F (1S,4S)-N1-(2-(3-((2-(fluoromethoxy)-4-(methylsulfonyl)phenyl)amino)prop-1-yn-1-yl)-1-(2,2,2-trifluoro-ethyl)-1H-indol-4-yl)-N4,N4-dimethylcyclohexane-1,4-diamine